C[Si](CCOCCl)(C)C 2-(trimethylsilyl)ethoxymethylchloride